5-heptyl-2-((1S,6S)-3-methyl-6-(prop-1-en-2-yl)cyclohex-2-enyl)benzene-1,3-diol C(CCCCCC)C=1C=C(C(=C(C1)O)[C@H]1C=C(CC[C@@H]1C(=C)C)C)O